CS(=O)(=O)N1CCC(CC1)NC1=NC=C2C=C(N=C(C2=C1)N1CCCCC1)CO (7-((1-(methylsulfonyl)piperidin-4-yl)amino)-1-(piperidin-1-yl)-2,6-naphthyridin-3-yl)methanol